5-((4-(2,3-dichlorophenyl)-1,4-diazepan-1-yl)methyl)-2-(2,6-dioxopiperidin-3-yl)isoindoline-1,3-dione ClC1=C(C=CC=C1Cl)N1CCN(CCC1)CC=1C=C2C(N(C(C2=CC1)=O)C1C(NC(CC1)=O)=O)=O